8-chloro-N-(2-methoxy-4-(1-methyl-1H-pyrazol-4-yl)phenyl)pyrido[3,4-d]pyrimidin-2-amine ClC1=NC=CC2=C1N=C(N=C2)NC2=C(C=C(C=C2)C=2C=NN(C2)C)OC